(S)-Tert-butyl ((1-allyl-2-oxocyclohexyl)methyl)carbamate C(C=C)[C@]1(C(CCCC1)=O)CNC(OC(C)(C)C)=O